O1C=NC2=C1C=C(C=C2)C2=C1CN(C(C1=CC=C2)=O)CC(C#N)=C 2-{[4-(1,3-benzoxazol-6-yl)-1-oxo-2,3-dihydro-1H-isoindol-2-yl]methyl}prop-2-enenitrile